CC1=C(C=C(C(=O)NCC2=NC=C3C=CC(=NC3=C2)C2=CC(=CC=C2)C2=CC=NC=C2)C=C1)S(=O)(=O)C 4-methyl-3-(methylsulfonyl)-N-((2-(3-(pyridin-4-yl)phenyl)-1,6-naphthyridin-7-yl)methyl)benzamide